ClC1=CC(=C(C(=O)O)C=C1Cl)C(=O)OC 4,5-dichloro-2-(methoxycarbonyl)benzoic acid